C1(=CC=C(C=C1)N(C1=CC=2C(C=3C=CC=C(C3C2C=C1)N(C1=CC=C(C=C1)C1=CC=CC=C1)C1=CC=C(C=C1)C1=CC=CC=C1)(C1=CC=CC=C1)C1=CC=CC=C1)C1=C(C=CC=C1)C1=CC=CC=C1)C1=CC=CC=C1 N*2*,N*5*,N*5*-Tris-biphenyl-4-yl-N*2*-biphenyl-2-yl-9,9-diphenyl-9H-fluorene-2,5-diamine